COC1=CC=CC(=C1)C/C(=N/OS(=O)(=O)[O-])/S[C@H]2[C@@H]([C@H]([C@@H]([C@H](O2)CO)O)O)O The molecule is an aralkylglucosinolate that is glucotropeolin in which the phenyl group is substituted at position 3 by a methoxy group. It derives from a glucotropeolin. It is a conjugate base of a glucolimnanthin.